COC1=CC=C(C=C1)N1C(C(N(CC1)C1=CC=C(C=C1)OC)=O)(C(=O)OCC)C1=CC=CC=C1 ethyl 1,4-bis(4-methoxyphenyl)-3-oxo-2-phenylpiperazine-2-carboxylate